3-(4-(trifluoromethyl)phenyl)piperidine Methyl-(2S)-2-amino-4-methyl-pentanoate COC([C@H](CC(C)C)N)=O.FC(C1=CC=C(C=C1)C1CNCCC1)(F)F